NC1=C(C=C(C=N1)NC(C(=O)N1C(CCC(C1)C)C=1C=CC2=C(N=C(S2)NC)C1)=O)CC N-(6-amino-5-ethylpyridin-3-yl)-2-(5-methyl-2-(2-(methylamino)benzo[d]thiazol-5-yl)piperidin-1-yl)-2-oxoacetamide